(RS)-2'-[(4,6-dimethoxypyrimidin-2-yl)(hydroxy)methyl]-1,1-difluoro-6'-(methoxymethyl)methanesulfonanilide COC1=NC(=NC(=C1)OC)[C@@H](C1=C(NS(=O)(=O)C(F)F)C(=CC=C1)COC)O |r|